C1(=CC=CC=C1)C=1N=C(C2=C(N1)CN(CC2)C(=O)OCCCC)C(NCC=2C=NC=CC2)=O butyl 2-phenyl-4-((pyridin-3-ylmethyl)carbamoyl)-5,8-dihydropyrido[3,4-d]pyrimidine-7(6H)-carboxylate